(S)-N-(8-(2-chloro-5-fluorophenyl)-3-(methylcarbamoyl)-6-oxo-5,6,7,8-tetrahydroimidazo[1,5-a]pyrazin-1-yl)benzo[d]isothiazole-3-carboxamide p-toluenesulfonic acid salt CC1=CC=C(C=C1)S(=O)(=O)O.ClC1=C(C=C(C=C1)F)[C@H]1C=2N(CC(N1)=O)C(=NC2NC(=O)C2=NSC1=C2C=CC=C1)C(NC)=O